1-((4,4-dimethyl-2-(thiophen-2-yl)cyclohex-1-en-1-yl)methyl)piperazine CC1(CC(=C(CC1)CN1CCNCC1)C=1SC=CC1)C